ClC=1C=C(C=CC1)C1=CC=2C(=CC3=CC=CC=C3C2C=C1)C1=CC=CC2=CC=CC=C12 2-(3-chlorophenyl)-10-(naphthalen-1-yl)phenanthrene